CC1(O[C@H]2[C@@H](O1)O[C@@H](C2)[C@H](CSC)O)C (R)-1-((3aR,5S,6aR)-2,2-Dimethyltetrahydrofuro[2,3-d][1,3]dioxol-5-yl)-2-(methylthio)ethan-1-ol